COC=1C=C2C(=CC(=NC2=CC1)N(C)C1=CC=C(C=C1)O)C(F)(F)F 6-methoxy-N-(4-hydroxyphenyl)-N-methyl-4-trifluoromethylquinolin-2-amine